5-(4-amino-5-((3,3-difluoroazetidin-1-yl)methyl)pyrrolo[2,1-f][1,2,4]triazin-7-yl)-3-fluoro-N-((3R,4S)-4-fluoropyrrolidin-3-yl)-2-methylbenzamide NC1=NC=NN2C1=C(C=C2C=2C=C(C(=C(C(=O)N[C@@H]1CNC[C@@H]1F)C2)C)F)CN2CC(C2)(F)F